C(C)(C)(C)OC(=O)N1CCC(CC1)C1=CC=C(C=C1)N tert-Butyl-4-(4-aminophenyl)-piperidin-1-carboxylat